C(CC(O)O)C=O 4-dihydroxybutanal